2,2-bis(aminomethyl)-1,3-propanediamine NCC(CN)(CN)CN